C(C)S(=O)(=O)NC1=CC=C(C=C1)C1=C2N=CNC2=NC=N1 6-(4-(ethylsulfonamido)phenyl)-9H-purin